2,2',6,6'-tetrakis(trifluoromethoxy)benzidine FC(OC1=C(C(=CC(=C1)N)OC(F)(F)F)C1=C(C=C(N)C=C1OC(F)(F)F)OC(F)(F)F)(F)F